(3S)-3-phenyl-3-[1-(trifluoromethyl)cyclopropyl]propanoic acid C1(=CC=CC=C1)[C@H](CC(=O)O)C1(CC1)C(F)(F)F